4-(5-((tert-butoxycarbonyl)amino)pyrimidin-2-yl)-1-methyl-1H-1,2,3-triazole-5-carboxylic acid C(C)(C)(C)OC(=O)NC=1C=NC(=NC1)C=1N=NN(C1C(=O)O)C